C(C1=CC=CC=C1)N1C[C@H](CC1)C(=O)NC=1OC(=NN1)C=1OC=CC1 (S)-1-benzyl-N-(5-(furan-2-yl)-1,3,4-oxadiazol-2-yl)pyrrolidine-3-carboxamide